4-[4-[tert-butyl(dimethyl)silyl]oxy-2-methyl-anilino]-1,5-dimethyl-pyrrole-2-carbonitrile [Si](C)(C)(C(C)(C)C)OC1=CC(=C(NC=2C=C(N(C2C)C)C#N)C=C1)C